2-(1-Pyrimidin-5-yl-azetidin-3-yl)-1-(6,6,9-trimethyl-3,5,6,8-tetrahydro-1H-7-oxa-2,4-diaza-cyclopenta[b]naphthalen-2-yl)-ethanone N1=CN=CC(=C1)N1CC(C1)CC(=O)N1CC=2C(=C(C=3COC(CC3N2)(C)C)C)C1